FC=1C=C2C=NN(C2=CC1C1=CC=CC=2N(C=NC21)CC(=O)O)C [4-(5-fluoro-1-methylindazol-6-yl)-1,3-benzodiazol-1-yl]acetic acid